BrC1=NC=C(C(=C1)NC(CC1=C(C=C(C(=C1)OC)C(C)(C)C)F)=O)F N-(2-bromo-5-fluoro-4-pyridyl)-2-(4-tert-butyl-2-fluoro-5-methoxy-phenyl)acetamide